divinyl-1,4-butanediol C(=C)C(CCCO)(O)C=C